[9,10-3H]-palmitic acid C(CCCCCCCC(C(CCCCCC)[3H])[3H])(=O)O